[In].[Al] aluminum-indium